5-Bromo-6-(1-(3-chloropyridin-2-yl)-3-methoxy-1H-pyrazol-5-carboxamido)-N-(oxetan-3-yl)pyrazolo[1,5-a]pyridin-7-carboxamid BrC1=CC=2N(C(=C1NC(=O)C1=CC(=NN1C1=NC=CC=C1Cl)OC)C(=O)NC1COC1)N=CC2